FC1=C(C=CC(=C1C(C)NC=1C=C2C(=NC1)NN=C2)F)NC(OC(C)(C)C)=O tert-butyl N-[2,4-difluoro-3-(1-[1H-pyrazolo[3,4-b]pyridin-5-ylamino]ethyl)phenyl]carbamate